OC=1C(=CC=C2CC(OC(C12)=O)C)C(=O)NC(C(=O)O)CC1=CC=CC=C1 2-[(8-Hydroxy-3-methyl-1-oxoisochroman-7-carbonyl)amino]-3-phenylpropionic acid